1,3-DIMETHYL-4-NITRO-5-VINYL-1H-INDAZOLE CN1N=C(C2=C(C(=CC=C12)C=C)[N+](=O)[O-])C